C(C)N(C1=CC=C(C(=O)NC2=NC3=C(N2)C(=CC=C3C=3C=NN(C3)C)OC)C=C1)CC 4-(diethylamino)-N-[7-methoxy-4-(1-methyl-1H-pyrazol-4-yl)-1H-1,3-benzodiazol-2-yl]benzamide